C(CCCC)[C@@H]1CC[C@H](CC1)C1=CC=C(OC2=C(C=CC=C2)O)C=C1 4-(Trans-4-pentylcyclohexyl)phenoxyphenol